4-(2-Cyclohexylethyl)-N-(4-hydroxy-3-(methylsulfonyl)phenyl)benzamide C1(CCCCC1)CCC1=CC=C(C(=O)NC2=CC(=C(C=C2)O)S(=O)(=O)C)C=C1